(S)-morpholine-2-methanol hydrochloride Cl.N1C[C@H](OCC1)CO